CC1=CC=C2C(=CC=C(C=C12)C(C)C)C 1,4-Dimethyl-7-isopropyl-azulene